C(C)(C)(C)OC(=O)N1[C@@H](CCC1)[C@@]1(OC2=C(C1)C(=C(C(=C2)F)Cl)C2=C(C(=O)O)C=C(C(=N2)OCCOC2OCCCC2)F)C2=CC=CC=C2 ((2S,4R)-2-((S)-1-(tert-butoxycarbonyl)pyrrolidin-2-yl)-5-chloro-6-fluoro-2-phenyl-2,3-dihydrobenzofuran-4-yl)-5-fluoro-6-(2-((tetrahydro-2H-pyran-2-yl)oxy)ethoxy)nicotinic acid